C(C)OCCOCCN1C2=CC=CC=C2C=2C=C(C=CC12)I 9-(2-(2-ethoxyethoxy)ethyl)-3-iodo-9H-carbazole